P(O)(O)N.NC1=NC(=C2NC=NC2=N1)N 2,6-diaminopurine phosphoramidite